8-methoxy-2,3-dimethyl-1,2,3,4-tetrahydropyrazino[1,2-a]indole COC1=CC=2C=C3N(C2C=C1)CC(N(C3)C)C